C(CCCCCCCCC)C=1C(=C(C=CC1)OC(NC1=CC=CC=C1)=O)CCCCCCCCCC N-phenyl-carbamic acid (didecylphenyl) ester